N,N-bis(2-hydroxyethyl)-hexadecanamide OCCN(C(CCCCCCCCCCCCCCC)=O)CCO